2-methoxy-1-(naphthalen-1-yl)ethan-1-amine COCC(N)C1=CC=CC2=CC=CC=C12